F.C(CC)P(CCC)CCCCCCCCCCCCCCCCCCCCCC P,P-dipropyl-behenylphosphine hydrofluoride